OC1=CC=CC=2C(=NOC21)CC(=O)OCC ethyl 2-(7-hydroxy-1,2-benzoxazol-3-yl)acetate